1-({[(1R)-1-(4-Chlorophenyl)-2-[(5-cyanopyridin-2-yl)methyl]-7-fluoro-5-[1-hydroxy-1-(oxan-4-yl)ethyl]-3-oxo-2,3-dihydro-1H-isoindol-1-yl]oxy}methyl)cyclopropan-1-carboxamid ClC1=CC=C(C=C1)[C@@]1(N(C(C2=CC(=CC(=C12)F)C(C)(C1CCOCC1)O)=O)CC1=NC=C(C=C1)C#N)OCC1(CC1)C(=O)N